2-[(2R)-3-(3,4-Dihydro-1H-isochinolin-2-yl)-2-hydroxy-propyl]-6-(oxetan-3-ylamino)-3,4-dihydroisochinolin-1-on C1N(CCC2=CC=CC=C12)C[C@H](CN1C(C2=CC=C(C=C2CC1)NC1COC1)=O)O